CN1N=NC(=C1NC(OCCCC(C)(C)C)=O)C1=NC(=C(C=C1)NS(=O)(=O)C)C 4,4-dimethylpentyl (1-methyl-4-(6-methyl-5-(methylsulfonamido) pyridin-2-yl)-1H-1,2,3-triazol-5-yl)carbamate